COC(CC1=CC=C(C=C1)CC(=O)N)=O 2-(4-(2-amino-2-oxoethyl)phenyl)acetic acid methyl ester